tert-Butyl (S)-(2-(1-(7,8-dichloro-4-(1H-imidazol-1-yl)quinolin-2-yl)pyrrolidin-2-yl)acetyl)glycinate ClC1=CC=C2C(=CC(=NC2=C1Cl)N1[C@@H](CCC1)CC(=O)NCC(=O)OC(C)(C)C)N1C=NC=C1